5-(2-chloro-5-fluoropyridin-3-yl)-7-methylpyrazolo[1,5-a]Pyrimidine-3-carboxylic acid ethyl ester C(C)OC(=O)C=1C=NN2C1N=C(C=C2C)C=2C(=NC=C(C2)F)Cl